N1C(=NC2=C1C=CC=C2)C=2C=C(C=CC2)NC2=CC=C(C=C2)C2=C(C=CC=C2)F N-(3-(1H-benzo[d]imidazol-2-yl)phenyl)-2'-fluoro-[1,1'-biphenyl]-4-amine